tri(ethylacetoacetate) titanium [Ti+3].C(C)CC(CC(=O)[O-])=O.C(C)CC(CC(=O)[O-])=O.C(C)CC(CC(=O)[O-])=O